4-(4-amino-2-{4-[(2-fluoroacrylamido)]phenyl}-1-methyl-7-(tetrahydrofuran-3-ylethynyl)pyrrolo[3,2-c]pyridin-3-yl)-2-methoxy-N-(2,2,2-trifluoroethyl)benzamide NC1=NC=C(C2=C1C(=C(N2C)C2=CC=C(C=C2)NC(C(=C)F)=O)C2=CC(=C(C(=O)NCC(F)(F)F)C=C2)OC)C#CC2COCC2